ClC=1C(=C(C(=O)N[C@@H](CCO[C@@H]2C[C@H](C2)CCC2=NC=3NCCCC3C=C2)C(=O)O)C=CC1)F N-(3-chloro-2-fluorobenzoyl)-O-(trans-3-(2-(5,6,7,8-tetrahydro-1,8-naphthyridin-2-yl)ethyl)cyclobutyl)homoserine